C[C@@]12C(CC[C@H]1[C@@H]1CC=C3C[C@H](CC[C@]3(C)[C@H]1CC2)O)O 5-Androsten-3β,17-diol